NC1=C2N=CN(C2=NC=N1)[C@@H]1O[C@@H]([C@H]2OC(O[C@H]21)=S)CO (3aR,4R,6R,6aR)-4-(6-amino-9H-purin-9-yl)-6-(hydroxymethyl)tetrahydrofuro[3,4-d][1,3]dioxole-2-thione